4-cyano-1-(2-trimethylsilylethoxymethyl)imidazole-2-carboxylic acid C(#N)C=1N=C(N(C1)COCC[Si](C)(C)C)C(=O)O